2-Bromo-7-ethyl-8,9-dihydro-6H-pyrido[2,1-b]quinazolin-11(7H)-one BrC=1C=C2C(N3C(=NC2=CC1)CC(CC3)CC)=O